N-[3-methoxy-1-(2-methoxyethyl)-1H-pyrazol-4-yl]-2-(1H-pyrazol-4-yl)-1,3-thiazole-4-carboxamide COC1=NN(C=C1NC(=O)C=1N=C(SC1)C=1C=NNC1)CCOC